ClC1=C(C=C(C=C1)F)C1N(C(C2=C3CCNC3=CC=C21)=O)CC2=CC=C(C=C2)OC 3-(2-chloro-5-fluorophenyl)-2-(4-methoxybenzyl)-1-oxo-1,2,3,6,7,8-hexahydropyrrolo[3,4-e]indol